2-amino-7-((3'-(dimethylamino)-[1,1'-biphenyl]-2-yl)oxy)-1,2,3,4-tetrahydronaphthalene-2-carboxylic acid NC1(CC2=CC(=CC=C2CC1)OC1=C(C=CC=C1)C1=CC(=CC=C1)N(C)C)C(=O)O